(R)-3-(3-fluoro-4-methylphenyl)-N-(2-methoxy-5-(trifluoromethyl)pyridin-3-yl)-3-(1,2,4-thiadiazol-5-yl)pyrrolidine-1-carboxamide FC=1C=C(C=CC1C)[C@]1(CN(CC1)C(=O)NC=1C(=NC=C(C1)C(F)(F)F)OC)C1=NC=NS1